(3aR,7aR)-4-(3-fluorophenyl)-3-[2-(2-methoxyethoxy)ethyl]-octahydropyrrolo[3,2-b]pyridine hydrochloride Cl.FC=1C=C(C=CC1)N1[C@H]2[C@@H](CCC1)NCC2CCOCCOC